OC1=C(CNC2=CC=C(C=C2)S(=O)(=O)N)C=CC=C1OC 4-((2-HYDROXY-3-METHOXYBENZYL)AMINO)BENZENESULFONAMIDE